(S)-3-(2-methoxypyrimidin-5-yl)-3-(4-(4-(5,6,7,8-tetrahydro-1,8-naphthyridin-2-yl)butyl)thiazol-2-yl)propanoic acid COC1=NC=C(C=N1)[C@H](CC(=O)O)C=1SC=C(N1)CCCCC1=NC=2NCCCC2C=C1